6-chloro-5-(6-(cyclopropylamino)-2-methoxypyridin-3-yl)-N-methoxy-1H-indole-3-carboxamide ClC1=C(C=C2C(=CNC2=C1)C(=O)NOC)C=1C(=NC(=CC1)NC1CC1)OC